FC(C1=NC=C(C(=C1)C1=C(C=NC(=C1)C#CCN1CCOCC1)C(=O)NC=1SC(=NN1)[C@@H]1[C@H](C1)C=1N=CSC1)OC)F 2'-(difluoromethyl)-5'-methoxy-6-(3-morpholinoprop-1-yn-1-yl)-N-(5-((1S,2S)-2-(thiazol-4-yl)cyclopropyl)-1,3,4-thiadiazol-2-yl)-[4,4'-bipyridine]-3-carboxamide